COC1=C(C(=CC=C1)OC)N1C(=NN=C1C1=COC=C1)SCC(=O)OCC ethyl {[4-(2,6-dimethoxyphenyl)-5-(furan-3-yl)-4H-1,2,4-triazol-3-yl]sulfanyl}acetate